ClC1=C(C=C(CN2N=NC(=C2)C2=C(N=C3N2C=CC=C3)C3=CC=C(C=C3)Cl)C=C1)COC 3-(1-(4-Chloro-3-(methoxymethyl)benzyl)-1H-1,2,3-triazol-4-yl)-2-(4-chlorophenyl)imidazo[1,2-a]pyridine